methyl 4-((6-bromo-3-fluoropyridin-2-yl) methyl)-1-(3-(3-chloro-2-fluorophenyl) oxetan-3-yl)-2-methylpiperidine-4-carboxylate BrC1=CC=C(C(=N1)CC1(CC(N(CC1)C1(COC1)C1=C(C(=CC=C1)Cl)F)C)C(=O)OC)F